4-chloro-2-(6-methoxy-5-nitropyridin-3-yl)-2H-pyrazolo[3,4-d]pyrimidine ClC=1C=2C(N=CN1)=NN(C2)C=2C=NC(=C(C2)[N+](=O)[O-])OC